(3,4-Ethylendioxy)aniline tert-butyl-(3-methyl-2-phenylpyrazolo[1,5-a]pyridin-6-yl)carbamate C(C)(C)(C)N(C(O)=O)C=1C=CC=2N(C1)N=C(C2C)C2=CC=CC=C2.C2OC=1C=C(N)C=CC1OC2